FC=1C=C2C=NN(C2=C(C1OCOC)F)C1=CC=C(C=C1)OC1CCN(CC1)S(=O)(=O)C 5,7-difluoro-6-(methoxymethoxy)-1-(4-((1-(methylsulfonyl)piperidin-4-yl)oxy)phenyl)-1H-indazole